N-((4-chloropyridin-2-yl)methylene)-2-Methylpropane-2-sulfinamide ClC1=CC(=NC=C1)C=NS(=O)C(C)(C)C